tert-butyl-3-[(3R)-3-[6-amino-2-methylthieno[2,3-d][1,3]thiazole-5-amido]-5,6-difluoro-3,4-dihydro-2H-1-benzopyran-7-yl]-3,8-diazabicyclo[3.2.1]octane C(C)(C)(C)C12CN(CC(CC1)N2)C2=CC1=C(C[C@H](CO1)NC(=O)C1=C(C3=C(N=C(S3)C)S1)N)C(=C2F)F